C(C1=CC=CC=C1)OCC1=NN(C(N1CC)=O)C1=NC(=C(C(=O)NC2=C(C=CC=C2F)Cl)C=C1F)NC1CC1 6-(3-((benzyloxy)methyl)-4-ethyl-5-oxo-4,5-dihydro-1H-1,2,4-triazol-1-yl)-N-(2-chloro-6-fluorophenyl)-2-(cyclopropylamino)-5-fluoronicotinamide